dimethyl 6-(((1-methylpiperidin-4-yl)methyl)amino)undecanedioate CN1CCC(CC1)CNC(CCCCC(=O)OC)CCCCC(=O)OC